ClC=1C=CC(=C(C(=O)NC=2SC(=CN2)Cl)C1)O 5-chloro-N-(5-chloro-2-thiazolyl)-2-hydroxybenzoamide